2-(5-phenyl-1,3,4-oxadiazol-2-yl)phenolate C1(=CC=CC=C1)C1=NN=C(O1)C1=C(C=CC=C1)[O-]